C(C)(C)(C)OC(=O)N1CCC2(C[C@H](C[C@H]2N[S@](=O)C(C)(C)C)O[Si](C)(C)C(C)(C)C)CC1.ONC(C(CC)(S(=O)(=O)C)C)=O N-hydroxy-2-methyl-2-(methylsulfonyl)butanamide tert-butyl-(1R,3R)-3-[(tert-butyldimethylsilyl)oxy]-1-{[(R)-2-methylpropane-2-sulfinyl]amino}-8-azaspiro[4.5]decane-8-carboxylate